(RS)-2-(2,4-dichloro-m-tolyloxy)propionanilide ClC1=C(C=CC(=C1O[C@@H](C(=O)NC1=CC=CC=C1)C)Cl)C |r|